[C@@H]1(CCC2=CC=CC=C12)NC(=O)C1=CC2=C(N=C(S2)C=2C(=NC=CC2)C)C=C1 (S)-N-(2,3-dihydro-1H-inden-1-yl)-2-(2-methyl-pyridin-3-yl)benzo[d]-thiazole-6-carboxamide